4-amino-7-fluoro-N,1-dimethyl-N-((3R)-6-(pentafluoro-lambda~6~-sulfanyl)-2,3-dihydro-1-benzofuran-3-yl)-1H-pyrazolo[4,3-c]quinoline-8-carboxamide NC1=NC=2C=C(C(=CC2C2=C1C=NN2C)C(=O)N([C@H]2COC1=C2C=CC(=C1)S(F)(F)(F)(F)F)C)F